4-(2,6-difluorobenzyl)-2-(3-fluoro-4-((2-(hydroxymethyl)-4-methylthiazol-5-yl)oxy)phenyl)-2,4-dihydro-3H-1,2,4-triazol-3-one FC1=C(CN2C(N(N=C2)C2=CC(=C(C=C2)OC2=C(N=C(S2)CO)C)F)=O)C(=CC=C1)F